CN1C(CNCC1)C1=C(C=C(C(=C1)OC)[N+](=O)[O-])C 1-(N-methylpiperazinyl)-5-methoxy-2-methyl-4-nitrobenzene